ClC=1C(=NC(=NC1NC1=NNC(=C1)OC(C)C)N[C@@H](C)C1=CC=C(C=C1)F)NC(CO)CO 2-({5-chloro-2-{[(1S)-1-(4-fluorophenyl)ethyl]amino}-6-[(5-isopropoxy-1H-pyrazol-3-yl)amino]-pyrimidin-4-yl}amino)propane-1,3-diol